methylenebis-(benzotriazole) C(C1=CC=CC=2NN=NC21)C2=CC=CC=1NN=NC12